OC(=O)C(F)(F)F.C(C1=CC=CC=C1)OC1=C(C=C2C=NN(C2=C1F)C1=CC=C(C=C1)C=1CCN(CC1)CC)F 6-(Benzyloxy)-1-(4-(1-ethyl-1,2,3,6-tetrahydropyridin-4-yl)phenyl)-5,7-difluoro-1H-indazole TFA salt